The molecule is a 3-hydroxy fatty acyl-CoA(4-) obtained by deprotonation of the phosphate and diphosphate OH groups of (3R,13Z,16Z,19Z,22Z)-3-hydroxyoctacosatetraenoyl-CoA; major species at pH 7.3. It is a (R)-3-hydroxyacyl-CoA(4-), a 3-hydroxy fatty acyl-CoA(4-) and an 11,12-saturated fatty acyl-CoA(4-). It is a conjugate base of a (3R,13Z,16Z,19Z,22Z)-3-hydroxyoctacosatetraenoyl-CoA. CCCCC/C=C\\C/C=C\\C/C=C\\C/C=C\\CCCCCCCCC[C@H](CC(=O)SCCNC(=O)CCNC(=O)[C@@H](C(C)(C)COP(=O)([O-])OP(=O)([O-])OC[C@@H]1[C@H]([C@H]([C@@H](O1)N2C=NC3=C(N=CN=C32)N)O)OP(=O)([O-])[O-])O)O